2-(3,4-dimethoxyphenyl)-9-methyl-7-(piperidin-4-yl)-4H-pyrido[1,2-a]pyrimidin-4-one COC=1C=C(C=CC1OC)C=1N=C2N(C(C1)=O)C=C(C=C2C)C2CCNCC2